S-2,6-diamino-4,5,6,7-tetrahydrobenzothiazole C1CC2=C(C[C@H]1N)SC(=N2)N